BrC=1C=CC=C2C(N(C(=NC12)N1CCC2(COC2)C1)C)=O 8-bromo-3-methyl-2-(2-oxa-7-azaspiro[3.4]octan-7-yl)quinazolin-4-one